FC=1C=C2C(=NNC2=CC1OCCOC)C1=CC(=NO1)C1=CC=C(C(=O)N2CC(C2)(O)C)C=C1 1-(4-{5-[5-fluoro-6-(2-methoxyethoxy)-1H-indazol-3-yl]-1,2-oxazol-3-yl}benzoyl)-3-methylazetidin-3-ol